5-(3,5-dimethylphenyl)-1,3-cyclohexanedione CC=1C=C(C=C(C1)C)C1CC(CC(C1)=O)=O